CC1(OC2=CC=C3C(=C2C=C1)OC=CC3=O)C 8,8-dimethyl-pyrano[2,3-f]chromen-4(8H)-one